FC1=C(C(=CC(=C1)C(=O)C1=CC=C2C(=CC=CN12)C1=C(C=C2CCN(C(C2=C1)=O)C)C(F)(F)F)F)NC(\C=C\CNC1CCC(CC1)OC)=O (E)-N-(2,6-difluoro-4-(8-(2-methyl-1-oxo-6-(trifluoromethyl)-1,2,3,4-tetrahydroisoquinolin-7-yl)indolizine-3-carbonyl)phenyl)-4-(((1r,4r)-4-methoxycyclohexyl)amino)but-2-enamide